1-(2-hydroxy-2-methylpropyl)-4-methyl-1H-benzotriazole OC(CN1N=NC2=C1C=CC=C2C)(C)C